O.O.C(CC(O)(C(=O)[O-])CC(=O)[O-])(=O)[O-].[Na+].[Na+].[Na+] Tri-Sodium Citrate-di-Hydrate